Cl.Cl.Cl.[C@H]12CN(C[C@H](CC1)N2)C2=CC(=NC1=CC(=CC=C21)C2=CC(=CC1=CC=C(C(=C21)CC)F)O)OC[C@]21CCCN1C[C@@H](C2)F 4-(4-((1R,5S)-3,8-diazabicyclo[3.2.1]octan-3-yl)-2-(((2R,7aS)-2-fluorotetrahydro-1H-pyrrolizin-7a(5H)-yl)methoxy)quinolin-7-yl)-5-ethyl-6-fluoronaphthalen-2-ol trihydrochloride